3-nitrooxymethyl-benzoic acid 2-[4-(5,7-dimethoxy-4-oxo-3,4-dihydro-quinazolin-2-yl)-2,6-dimethyl-phenoxy]-ethyl ester COC1=C2C(NC(=NC2=CC(=C1)OC)C1=CC(=C(OCCOC(C2=CC(=CC=C2)CO[N+](=O)[O-])=O)C(=C1)C)C)=O